FC=1C=CC(=C(C1)C1N(C[C@@H](C1)O)C(=O)OC(C)(C)C)O Tert-butyl (4R)-2-(5-fluoro-2-hydroxyphenyl)-4-hydroxypyrrolidine-1-carboxylate